BrC=1C=C(C=CC1)/C(=N\[S@](=O)C(C)(C)C)/C1=CN=C(N1)C1=C(C=CC(=C1)OC=1C(=C2C=CN(C2=CC1F)S(=O)(=O)C1=CC=C(C)C=C1)C=C)F (R,E)-N-((3-bromophenyl)(2-(2-fluoro-5-((6-fluoro-1-tosyl-4-vinyl-1H-indol-5-yl)oxy)phenyl)-1H-imidazol-5-yl)methylene)-2-methylpropane-2-sulfinamide